FCC1=NC=CC(=C1)C1=NC=2[C@]3([C@H](CCC2C(=N1)C1=C(C=CC=C1)F)[C@H](C(C(=C3)C#N)=O)C)C (6aR,7R,10aS)-2-(2-(fluoromethyl)pyridin-4-yl)-4-(2-fluorophenyl)-7,10a-dimethyl-8-oxo-5,6,6a,7,8,10a-hexahydrobenzo[h]quinazoline-9-carbonitrile